C(C=C)(=O)OC(CC1=CC=C(C=C1)C#N)C#N α-cyano-β-(p-cyanophenyl)ethyl acrylate